tert-butyl 2-[7-bromophthalazin-1-yl]-2,7-diazaspiro[3.5]nonane-7-carboxylate BrC1=CC=C2C=NN=C(C2=C1)N1CC2(C1)CCN(CC2)C(=O)OC(C)(C)C